4-cyano-4-(dodecyl-sulfanyl-thiocarbonyl)sulfanylpentanoic acid C(#N)C(CCC(=O)O)(C)SC(=S)SCCCCCCCCCCCC